Cl.N1CCC(=CC1)C1=CC=C(C#N)C=C1 4-(1,2,3,6-tetrahydropyridin-4-yl)benzonitrile HCl